2-(6-{1-[(3S)-6-(4-acetylpiperazin-1-yl)-2-methylhexane-3-yl]azetidin-3-yl}-3-methylimidazo[1,5-a]pyridin-8-yl)-N-ethyl-5-fluoro-N-(isopropyl)benzamide C(C)(=O)N1CCN(CC1)CCC[C@@H](C(C)C)N1CC(C1)C=1C=C(C=2N(C1)C(=NC2)C)C2=C(C(=O)N(C(C)C)CC)C=C(C=C2)F